N,N-diethyl-8-methoxy-7-[3-(pyrrolidin-1-yl)propoxy]-5H-pyrido[4,3-b]indol-1-amine bisformate C(=O)O.C(=O)O.C(C)N(C1=NC=CC=2NC=3C=C(C(=CC3C21)OC)OCCCN2CCCC2)CC